ClC=1C=C2C(OCC=3C=C(N=CC3C3=C(C=C(C(NS(C(C1O)=C2)(=O)=O)=C3)F)F)OC)=O 13-chloro-19,21-difluoro-14-hydroxy-5-methoxy-16,16-dioxo-9-oxa-16λ6-thia-4,17-diazatetracyclo[16.3.1.111,15.02,7]tricosa-1(21),2(7),3,5,11,13,15(23),18(22),19-nonaen-10-one